5,5-dimethyl-2-thioxoimidazole-4-one CC1(C(NC(N1)=S)=O)C